CN(C(=O)N)CC1=CC=C(C=C1)C1=NOC(=N1)C(F)(F)F methyl-N-({4-[5-(trifluoromethyl)-1,2,4-oxadiazol-3-yl]phenyl}methyl)urea